imidazo[1,2-a]pyridine-3-sulfonic acid N=1C=C(N2C1C=CC=C2)S(=O)(=O)O